BrC1=C2C(=C(N=C1)CNC(C1=C(C=CC(=C1)F)OC)=O)N(N=C2)COCC[Si](C)(C)C N-((4-Bromo-1-((2-(trimethylsilyl)ethoxy)methyl)-1H-pyrazolo[3,4-c]pyridin-7-yl)methyl)-5-fluoro-2-methoxybenzamide